4-[[5-[(4-Fluoro-2-methyl-1,3-benzoxazol-6-yl)carbamoyl]pyrazin-2-yl]-methyl-amino]piperidine-1-carboxylic acid tert-butyl ester C(C)(C)(C)OC(=O)N1CCC(CC1)N(C)C1=NC=C(N=C1)C(NC1=CC2=C(N=C(O2)C)C(=C1)F)=O